ClC1=C(C=CC(=C1)Cl)[C@@H](C)NC=1C=2C(N=C(N1)C=1CCN(CC1)C(=O)OC(C)(C)C)=CN(N2)C tert-butyl 4-(7-{[(1R)-1-(2,4-dichlorophenyl)ethyl]amino}-2-methylpyrazolo[4,3-d]pyrimidin-5-yl)-3,6-dihydro-2H-pyridine-1-carboxylate